N-(3,3-difluorocyclohexyl)-2-(1-methyl-1H-pyrazol-4-yl)thiazole-4-carboxamide FC1(CC(CCC1)NC(=O)C=1N=C(SC1)C=1C=NN(C1)C)F